3-(1,3-dioxoisoindolin-2-yl)-4-ethylbenzoic acid O=C1N(C(C2=CC=CC=C12)=O)C=1C=C(C(=O)O)C=CC1CC